ClC=1C=CC(=NC1)[C@@H](CC)NCCCC[C@H](C(=O)NO)C[C@@H](OC)C1=CC=C(C=C1)F (S)-6-(((R)-1-(5-chloropyridin-2-yl)propyl)amino)-2-((R)-2-(4-fluorophenyl)-2-methoxyethyl)-N-hydroxyhexanamide